tert-butyl 9-{2-[4-(4-chlorophenyl)-5-(pyridin-4-yl)-1H-imidazol-1-yl]acetyl}-1-oxa-4,9-diazaspiro[5.5]undecane-4-carboxylate ClC1=CC=C(C=C1)C=1N=CN(C1C1=CC=NC=C1)CC(=O)N1CCC2(CN(CCO2)C(=O)OC(C)(C)C)CC1